FC=1C=CC(=C(C1)C(C)(C)O)C1=NN(C=C1CC=1C=NN(C1)C)C 2-(5-fluoro-2-(1-methyl-4-((1-methyl-1H-pyrazole-4-yl)methyl)-1H-pyrazol-3-yl)phenyl)propan-2-ol